[Ca+2].S(=S)(=O)([O-])[O-] thiosulfate Calcium